C(C)(C)(C)OC(=O)NCC1CCC(CC1)COCC(=O)OCC Ethyl 2-(((1r,4r)-4-((tert-Butoxy-carbonylamino)methyl)cyclohexyl)methoxy)acetate